5-bromo-2-((3,5-dimethylphenyl)amino)nicotinonitrile BrC=1C=NC(=C(C#N)C1)NC1=CC(=CC(=C1)C)C